CC1(CC=C(CC1)C1=C(C=NC2=CC=C(C=C12)F)C(=O)N1CCN(CC1)S(=O)(=O)C)C (4-(4,4-Dimethylcyclohex-1-en-1-yl)-6-fluoroquinolin-3-yl)(4-(methylsulfonyl)piperazin-1-yl)methanone